((2S,5R)-5-amino-2-methylpiperidin-1-yl)(2-(1-(cyclopropylmethyl)-6-methoxy-1H-pyrrolo[2,3-b]pyridin-2-yl)-1-methyl-1H-benzo[d]imidazol-5-yl)methanone N[C@@H]1CC[C@@H](N(C1)C(=O)C1=CC2=C(N(C(=N2)C2=CC=3C(=NC(=CC3)OC)N2CC2CC2)C)C=C1)C